(S)-1-(3-(propylsulfonyl)phenoxy)-3-((R)-8-(quinolin-6-ylsulfonyl)-1-oxa-8-azaspiro[4.5]decan-3-ylamino)propan-2-ol C(CC)S(=O)(=O)C=1C=C(OC[C@H](CN[C@H]2COC3(C2)CCN(CC3)S(=O)(=O)C=3C=C2C=CC=NC2=CC3)O)C=CC1